N-isopropyl-N-(1-methyl-1H-pyrazol-4-yl)-2-(3,3,3-trifluoropropyl)-1,2,3,4-tetrahydroisoquinolin-7-amine hydrochloride Cl.C(C)(C)N(C1=CC=C2CCN(CC2=C1)CCC(F)(F)F)C=1C=NN(C1)C